Bromo-6-chloro-1-(4-methoxybenzyl)-N-((tetrahydrofuran-2-yl)methyl)-1H-pyrazolo[3,4-d]pyrimidin-4-amine BrC1=NN(C2=NC(=NC(=C21)NCC2OCCC2)Cl)CC2=CC=C(C=C2)OC